[Al](=C)CO[Si](OC)(OC)CCCNCCNCC1=CC=CC=C1 alumina-vinylbenzylaminoethylaminopropyltrimethoxysilane